C([C@@H]1[C@H]([C@@H]([C@H](C(O1)OC2[C@@H]([C@H]([C@@H]([C@H](O2)COP(=O)([O-])[O-])O)O)O)O)O)O)O Trehalose Phosphate